4-(3-((13S,15R)-4-fluoro-13-methyl-17-oxo-7,8,9,11,12,13,14,15,16,17-decahydro-6H-cyclopenta[a]phenanthren-15-yl)propanoyl)piperazin-2-one FC1=CC=CC=2C3CC[C@@]4(C(C[C@H](C4C3CCC12)CCC(=O)N1CC(NCC1)=O)=O)C